2-(N,5-dimethyl-1H-indazole-7-sulfonamido)-N-((1-methyl-1H-1,2,3-triazol-4-yl)methyl)acetamide CN(S(=O)(=O)C=1C=C(C=C2C=NNC12)C)CC(=O)NCC=1N=NN(C1)C